FC1=NC(=C2N=CN(C2=N1)C1OCCCC1)NC1=C(C(=CC=C1)OC)OC 2-fluoro-6-(2,3-dimethoxyanilino)-9-(tetrahydro-2H-pyran-2-yl)-9H-purine